4-(3-methanesulfonyl-1,2,4-triazin-6-yl)-7-(pyrazol-1-yl)-1-{[2-(trimethylsilyl)ethoxy]methyl}indazole CS(=O)(=O)C=1N=NC(=CN1)C1=C2C=NN(C2=C(C=C1)N1N=CC=C1)COCC[Si](C)(C)C